ClC=1C=C(C=CC1C(NC1CC(C1)NC(=O)C1NC[C@@H](C1)O)=O)NC(=O)C=1N(C(=CN1)C1=C(C(=C(C=C1)OC)F)F)C N-[3-chloro-4-[[3-[[(4R)-4-hydroxypyrrolidine-2-carbonyl]amino]cyclobutyl]carbamoyl]phenyl]-5-(2,3-difluoro-4-methoxyphenyl)-1-methylimidazole-2-carboxamide